methyl 4-((N-cyclopropyl-3-oxo-3,4-dihydro-2H-benzo[b][1,4]oxazine-7-carboxamido)methyl)-2-fluorobenzoate C1(CC1)N(C(=O)C=1C=CC2=C(OCC(N2)=O)C1)CC1=CC(=C(C(=O)OC)C=C1)F